C1(=CC=CC=C1)C=1C(=C(C=2C3(C4=CC=CC=C4C2C1)C1=CC=CC=C1C=1C=CC=CC13)C1=CC=CC=C1)CC1=CC=C(N)C=C1 p-(Diphenyl-9,9-spirobifluoren-2-yl)methyl-aniline